4-chloro-1-(2,4-difluorophenyl)-6-(1-methoxycyclopropyl)pyrazolo[3,4-d]pyrimidine ClC1=C2C(=NC(=N1)C1(CC1)OC)N(N=C2)C2=C(C=C(C=C2)F)F